C(C)(C)(C)OC(=O)NC[C@@]1(OC2=C([C@@H]1O)C(=C(C=C2)Cl)B(O)O)C=2C(=NC=CC2)OC ((2S,3S)-2-(((tert-butoxycarbonyl)amino)methyl)-5-chloro-3-hydroxy-2-(2-methoxypyridin-3-yl)-2,3-dihydrobenzofuran-4-yl)boronic acid